FC(CN1C[C@@H]([C@H](C1)C(=O)O)C(=O)O)F (3R-4R)-1-(2,2-Difluoro-Ethyl)-Pyrrolidine-3,4-Dicarboxylic Acid